ClC1=CC(=C(C=C1)C1=CC=C(C=C1)C#N)C=O 4'-chloro-2'-formyl-[1,1'-biphenyl]-4-carbonitrile